C1(CCC1)C1=CN=C(S1)C=1C=C(C(=O)N[C@H](C)C=2C=NC(=NC2)C(F)(F)F)C=C(C1)OC[C@@H]1COCC1 3-(5-cyclobutyl-1,3-thiazol-2-yl)-5-[(3S)-tetrahydrofuran-3-ylmethoxy]-N-{(1R)-1-[2-(trifluoromethyl)pyrimidin-5-yl]ethyl}benzamide